ethyl 3-(3-(tert-butylthio)-1-(4-chlorobenzyl)-5-isopropyl-1H-indol-2-yl)-2,2-dimethylpropanoate C(C)(C)(C)SC1=C(N(C2=CC=C(C=C12)C(C)C)CC1=CC=C(C=C1)Cl)CC(C(=O)OCC)(C)C